tert-butyl(2-(2-chloroethoxy)ethoxy)diphenylsilane C(C)(C)(C)[Si](C1=CC=CC=C1)(C1=CC=CC=C1)OCCOCCCl